FC=1C=CC(=C(C1)[C@@H](C)NC1=NC=2N(C=C1)N=CC2C=2C=NN(C2)C2OCCCC2)OCCF N-((R)-1-(5-fluoro-2-(2-fluoroethoxy)phenyl)ethyl)-3-(1-(tetrahydro-2H-pyran-2-yl)-1H-pyrazol-4-yl)pyrazolo[1,5-a]pyrimidin-5-amine